C1(CC1)CN1N=CC(=C1)C1CN(C[C@H](O1)C)S(=O)(=O)C1=CC=C(C=C1)C (6R)-2-[1-(cyclopropylmethyl)pyrazol-4-yl]-6-methyl-4-(p-tolylsulfonyl)morpholine